4-(6-((Boc)amino)pyridin-3-yl)benzoic acid ethyl ester C(C)OC(C1=CC=C(C=C1)C=1C=NC(=CC1)NC(=O)OC(C)(C)C)=O